NCC(=O)C1=CC=CC=C1 2-amino-acetophenone